5-fluoro-2-[2-[(4-fluorophenoxy)methyl]imidazo[1,2-a]pyrimidin-6-yl]phenol FC=1C=CC(=C(C1)O)C=1C=NC=2N(C1)C=C(N2)COC2=CC=C(C=C2)F